[SH2]=N Sulfimid